(S)-2-(2,5-difluoro-4-(6-((1-methyl-1H-benzo[d][1,2,3]triazol-6-yl)methoxy)pyridin-2-yl)benzyl)-1-(4,4-dimethyltetrahydrofuran-3-yl)-1H-benzo[d]imidazole-6-carboxylic acid FC1=C(CC2=NC3=C(N2[C@@H]2COCC2(C)C)C=C(C=C3)C(=O)O)C=C(C(=C1)C1=NC(=CC=C1)OCC=1C=CC3=C(N(N=N3)C)C1)F